FC1=C(C=CC(=C1)C)C=1C=C2C(=NC1)N(C(N2)=O)[C@H](CS(=O)(=O)C)C2=NC(=C(C=C2)OC)OCC (S)-6-(2-fluoro-4-methylphenyl)-3-(1-(6-ethoxy-5-methoxypyridin-2-yl)-2-(methylsulfonyl)ethyl)-1H-imidazo[4,5-b]pyridin-2(3H)-one